d-(+)-mannose C([C@@H]1[C@H]([C@@H]([C@@H](C(O1)O)O)O)O)O